S(=O)(=O)=C1NC(CC1=O)(C)C sulfonyl-5,5-dimethyl-pyrrolidin-3-one